NC1=CC(=C(C(=O)O)C=C1)CCCCC1=C(C(=O)O)C=CC(=C1)N.FC1(CCC(CC1)CC(=O)NC1=CC(=NC=C1)C(=O)NC(C#C)(C)C)F 4-[[2-(4,4-difluorocyclohexyl)acetyl]amino]-N-(1,1-dimethylprop-2-ynyl)pyridine-2-carboxamide Tetramethylen-bis(4-aminobenzoat)